FC(C1=CC=C(C=C1)N1N=NC(=C1COC1=CC=C(N=N1)N1C[C@@H]2CS(CCN2C(C1)=O)(=O)=O)C)F |o1:23| (R or S)-8-(6-((1-(4-(difluoromethyl)phenyl)-4-methyl-1H-1,2,3-triazol-5-yl)methoxy)pyridazin-3-yl)hexahydropyrazino[2,1-c][1,4]thiazin-6(1H)-one 2,2-dioxide